(2S)-3-[3-(tert-butoxycarbonyl)phenyl]-2-{[(9H-fluoren-9-ylmethoxy)carbonyl]amino}propanoic acid C(C)(C)(C)OC(=O)C=1C=C(C=CC1)C[C@@H](C(=O)O)NC(=O)OCC1C2=CC=CC=C2C=2C=CC=CC12